1-(4-{5-[6-ethoxy-5-(trifluoromethyl)pyridin-3-yl]-7-[{[1-(methoxymethyl)cyclobutyl]methyl}(methyl)amino]-1H-imidazo[4,5-b]pyridin-2-yl}-3-fluorophenyl)piperidine-4-carboxylic acid C(C)OC1=C(C=C(C=N1)C1=CC(=C2C(=N1)N=C(N2)C2=C(C=C(C=C2)N2CCC(CC2)C(=O)O)F)N(C)CC2(CCC2)COC)C(F)(F)F